FC(C1(CC2CCC(C1)N2C(=O)OCC2=CC=CC=C2)NS(=O)C(C)(C)C)F benzyl (endo)-3-(difluoromethyl)-3-[(2-methylpropan-2-sulfinyl) amino]-8-azabicyclo[3.2.1]octane-8-carboxylate